C1(CC1)C1=CC(=CN(C1=O)C)C=1C=C(C=CC1OC1=C(C=C(C=C1)F)F)NS(=O)(=O)CC N-[3-(5-cyclopropyl-1-methyl-6-oxopyridin-3-yl)-4-(2,4-difluorophenoxy)phenyl]ethanesulfonamide